(rac)-6-bromo-1-methyl-4-[4-(5-methyl-1,3-benzoxazol-2-yl)piperidin-1-yl]-2-oxo-7-[(oxolan-3-yl)oxy]-1,2-dihydroquinoline-3-carbonitrile BrC=1C=C2C(=C(C(N(C2=CC1O[C@H]1COCC1)C)=O)C#N)N1CCC(CC1)C=1OC2=C(N1)C=C(C=C2)C |r|